7-fluoro-[1,2,4]triazolo[1,5-a]pyridine FC1=CC=2N(C=C1)N=CN2